CC=1C=C(C=C2C(N(C(=NC12)C=1C=C2C(=CN1)SC=C2)COCC[Si](C)(C)C)=O)CCN2CCOCC2 8-methyl-6-(2-morpholin-4-yl-ethyl)-2-thieno[2,3-c]pyridin-5-yl-3-(2-trimethylsilyl-ethoxymethyl)-3H-quinazolin-4-one